C[Si](C)(C)C#CC1=CC=C2C=3C(C4=C(CC3NC2=C1)C=CC=C4)=O 3-((trimethylsilyl)ethynyl)-5,6-dihydro-11H-benzo[b]carbazol-11-one